2-bromo-1-(3-hydroxyphenyl)ethan-1-one n-pentyl-isovalerate C(CCCC)OC(CC(C)C)=O.BrCC(=O)C1=CC(=CC=C1)O